1,1,1-Trifluoro-N-((1S,4s)-4-(2-(((R)-2-(3-fluorophenyl)-2-hydroxyethyl)-amino)-2-methylpropyl)cyclohexyl)methanesulfonamide hydrochloride Cl.FC(S(=O)(=O)NC1CCC(CC1)CC(C)(C)NC[C@H](O)C1=CC(=CC=C1)F)(F)F